1-(3,5-dichloro-4-((5-fluoro-4-oxo-3,4-dihydro-phthalazin-1-yl)oxy)phenyl)-2,4-dioxo-1,2,3,4-tetrahydropyrimidine-5-carbonitrile ClC=1C=C(C=C(C1OC1=NNC(C2=C(C=CC=C12)F)=O)Cl)N1C(NC(C(=C1)C#N)=O)=O